C(CCCCCCC)OC1=CC=C(C=C1)C1=CC=C(C=C1)C=1NC=C(C1C(=O)OCCO)C1=CC=CC=C1 2-Hydroxyethyl 2-(4'-(octyloxy)-[1,1'-biphenyl]-4-yl)-4-phenyl-1H-pyrrole-3-carboxylate